tert-butyl 1,4,6,7-tetrahydro-5H-pyrazolo[4,3-c]pyridine-5-carboxylate N1N=CC=2CN(CCC21)C(=O)OC(C)(C)C